4-(6-amino-5-(4-(4-isopropyl-4H-1,2,4-triazol-3-yl)phenyl)pyridin-3-yl)-7-(cyclopropylmethyl)-8,9-dihydropyrido[3',2':4,5]pyrrolo[1,2-a]pyrazin-6(7H)-one NC1=C(C=C(C=N1)C1=CC=NC2=C1C=C1N2CCN(C1=O)CC1CC1)C1=CC=C(C=C1)C1=NN=CN1C(C)C